BrC=1C(=C(OC=2N=NC(=C(C2C(=O)NCC(F)(F)C2=C(C=C(C=C2)C)Cl)C)Cl)C=CC1)F 3-(3-bromo-2-fluorophenoxy)-6-chloro-N-[2-(2-chloro-4-methylphenyl)-2,2-difluoroethyl]-5-methylpyridazine-4-carboxamide